4-(pyridine-2-ylethynyl)thieno[2,3-c]pyridine-2-carboxylic acid N1=C(C=CC=C1)C#CC1=C2C(=CN=C1)SC(=C2)C(=O)O